NC(C(CO)(C)NC(=O)C1=C(OC2=C1C=C(C=C2)OCC=2C(=NC=CC2)OC)C)=O N-(1-amino-3-hydroxy-2-methyl-1-oxopropan-2-yl)-5-((2-methoxypyridin-3-yl)methoxy)-2-methylbenzofuran-3-carboxamide